C12CN(CC(C1)C2)C2=NC=1N(C=C2)N=CC1N 5-(3-Azabicyclo[3.1.1]heptan-3-yl)pyrazolo[1,5-a]pyrimidin-3-amine